ClC1=C(C(=CC=C1Cl)O)[C@H]1C[C@H]2CC(CC(N2C1)=O)CNC (2R,8aR)-2-(2,3-dichloro-6-hydroxyphenyl)-7-[(methylamino)methyl]-hexahydro-1H-indolizin-5-one